C1(=CC=CC=C1)C1CCC(N1)=O 5-PHENYL-PYRROLIDINE-2-ONE